4-(4-((1,2-Oxazinan-4-yl)amino)-8-fluoro-2-(((2r,7as)-2-fluorohexahydro-1H-pyrrolizin-7a-yl)methoxy)pyrido[4,3-d]pyrimidin-7-yl)-5-ethyl-6-fluoronaphthalene-2-ol O1NCC(CC1)NC=1C2=C(N=C(N1)OC[C@]13CCCN3C[C@@H](C1)F)C(=C(N=C2)C2=CC(=CC1=CC=C(C(=C21)CC)F)O)F